5-isopropyl-5-methylthiazolidin-4-one C(C)(C)C1(C(NCS1)=O)C